C(N)(=O)C=1C=C(C=NC1)OC(=O)N1[C@@H](CN(CC1)CC1=CC(=CC=C1)OC(F)(F)F)C (R)-5-carbamoylpyridin-3-yl-2-methyl-4-(3-(trifluoro methoxy)benzyl)piperazine-1-carboxylate